(R)-1-(1-(1H-imidazol-5-yl)propyl)-4-(dimethylamino)-7-(trifluoromethyl)quinazolin-2(1H)-one N1C=NC=C1[C@@H](CC)N1C(N=C(C2=CC=C(C=C12)C(F)(F)F)N(C)C)=O